BrC=1C=CC(=C2C=CN=NC12)N1CC(CC1)N(C(OC(C)(C)C)=O)C tert-butyl N-[1-(8-bromocinnolin-5-yl)pyrrolidin-3-yl]-N-methylcarbamate